C(C)(C)(C)OC(=O)N1C(CCCC1)OCC#C (prop-2-yn-1-yloxy)piperidine-1-carboxylic acid tert-butyl ester